3-((5-methyl-7-(methylsulfonyl)-4-oxo-4,5,6,7,8,9-hexahydro-3H-pyrido[4',3':4,5]pyrrolo[2,3-d]pyridazin-3-yl)methyl)benzenesulfonamide CN1C2=C(C3=C1C(N(N=C3)CC=3C=C(C=CC3)S(=O)(=O)N)=O)CCN(C2)S(=O)(=O)C